β-D-Galactopyranosyl azide [C@@H]1([C@H](O)[C@@H](O)[C@@H](O)[C@H](O1)CO)N=[N+]=[N-]